C(C1=CC=CC=C1)OC=1C=C2C(=CN(C2=CC1)C1=CC(=C(C=C1)F)C)CC(=O)OC Methyl 2-[5-benzyloxy-1-(4-fluoro-3-methyl-phenyl)indol-3-yl]acetate